1-(4-(4-(3-(3,4-Dimethoxyphenyl)-1,2-dimethyl-1H-pyrrolo[2,3-c]pyridin-5-yl)phenyl)piperazin-1-yl)-2-methylpropan-2-ol COC=1C=C(C=CC1OC)C1=C(N(C2=CN=C(C=C21)C2=CC=C(C=C2)N2CCN(CC2)CC(C)(O)C)C)C